[N+](=O)([O-])C1=CC=C(C=C1)[Co] (4-nitrophenyl)cobalt